C(C)(C)N1N=C(C=2C1=NC=NC2N)C2=CC=1C(=NC=CC1)N2 1-Isopropyl-3-(1H-pyrrolo[2,3-b]pyridin-2-yl)pyrazolo[3,4-d]pyrimidin-4-amine